R-menthyl acetate C(C)(=O)OC1C[C@@H](CCC1C(C)C)C